C1(=CC=CC=2C3=CC=CC=C3CC12)C(C(=O)O)=C fluorenyl-acrylic acid